N-[4-[chloro(difluoro)methoxy]phenyl]-1-methyl-6-oxo-5-pyrazol-1-yl-pyridine-3-carboxamide ClC(OC1=CC=C(C=C1)NC(=O)C1=CN(C(C(=C1)N1N=CC=C1)=O)C)(F)F